tert-butyl 2-(2-((5-((cyclopropylmethyl)carbamoyl)-7-iodobenzofuran-2-yl)methoxy)phenyl)acetate C1(CC1)CNC(=O)C=1C=C(C2=C(C=C(O2)COC2=C(C=CC=C2)CC(=O)OC(C)(C)C)C1)I